2-(6-((1-(5-fluoro-2-(hydroxymethyl)pyridin-3-yl)ethyl)amino)imidazo[1,2-b]pyridazin-3-yl)pyridin-4-ol FC=1C=C(C(=NC1)CO)C(C)NC=1C=CC=2N(N1)C(=CN2)C2=NC=CC(=C2)O